FC(C(=O)O)(F)F.[C@@H]12CNCC[C@H]2C(O1)=O (1R,6R)-8-oxa-3-azabicyclo[4.2.0]octan-7-one trifluoroacetate salt